FCCCN1CC(C1)CC1=CC=C(C=C1)C1=C(CCCC=2C=3C=CNC3C=CC21)/C=C/CO (E)-3-(6-(4-((1-(3-fluoropropyl)azetidin-3-yl)methyl)phenyl)-3,8,9,10-tetrahydrocyclohepta[e]indol-7-yl)prop-2-en-1-ol